C1(CC1)C1=C(C(=NO1)C1=NN(C2=C1C(=NC=C2)N)C(C)C)C=2N=NNC2 3-(5-cyclopropyl-4-(1H-1,2,3-triazol-4-yl)isoxazol-3-yl)-1-isopropyl-1H-pyrazolo[4,3-c]pyridin-4-amine